2-(p-{(1R,5S,7s)-9-methyl-3-oxa-9-azabicyclo[3.3.1]non-7-yloxy}phenylamino)-4-(3-quinolylamino)pyrimidine CN1[C@H]2COC[C@@H]1CC(C2)OC2=CC=C(C=C2)NC2=NC=CC(=N2)NC=2C=NC1=CC=CC=C1C2